CN1N=C(C=C1C)NC1=NC=C(C(=N1)C1=CNC2=C(C=CC=C12)N1C(C2=CC=CC(=C2C1)NC(=O)C1NC(CC1)=O)=O)C N-(2-(3-(2-((1,5-dimethyl-1H-pyrazol-3-yl)amino)-5-methylpyrimidin-4-yl)-1H-indol-7-yl)-1-oxoisoindolin-4-yl)-5-oxopyrrolidine-2-carboxamide